N-(4-((5-(4-(1H-pyrazol-1-yl)phenyl)-1H-pyrazol-3-yl)amino)-3-methylphenyl)methansulfonamid N1(N=CC=C1)C1=CC=C(C=C1)C1=CC(=NN1)NC1=C(C=C(C=C1)NS(=O)(=O)C)C